CC([C@@H](C(=O)O)N(C(=O)N1CCC2(CN(CO2)C(C=C)=O)CC1)C)C (2S)-3-methyl-2-{methyl[3-(prop-2-enoyl)-1-oxa-3,8-diazaspiro[4.5]decan-8-yl]carbonylamino}butanoic acid